1-(1-methylpyrrolidin-3-yl)-1H-pyrrole-3-carboxamide CN1CC(CC1)N1C=C(C=C1)C(=O)N